C1(CCCCC1)C[C@@H](C(=O)N[C@@H](C[C@H]1C(NCC1)=O)C(C(=O)NC1CC1)O)NC(OC(C(C1=CC(=CC=C1)F)(F)F)C1=CC=CC=C1)=O 2,2-difluoro-2-(3-fluorophenyl)-1-phenylethyl ((2S)-3-cyclohexyl-1-(((2S)-4-(cyclopropylamino)-3-hydroxy-4-oxo-1-((S)-2-oxopyrrolidin-3-yl)butan-2-yl)amino)-1-oxopropan-2-yl)carbamate